N=1NN=NC1C1=CC=C(C=C1C1=CC=C(C=C1)C(=O)OC)C1=CC=CC=C1 methyl 6'-(2H-tetrazol-5-yl)-[1,1':3',1''-terphenyl]-4-carboxylate